C(CCC(=O)O)(=O)O.C(C1=CC=CC=C1)NC([C@@H](C)N1C(C(CC1=O)N(C)C)=O)=O (2R)-N-benzyl-2-(3-(dimethylamino)-2,5-dioxopyrrolidin-1-yl)propanamide succinate